N=1C=CN2C1C=C(C=C2)C=2CCN(CC2)C(=O)OC(C)(C)C Tert-butyl 4-imidazo[1,2-a]pyridin-7-yl-3,6-dihydro-2H-pyridine-1-carboxylate